N-ethyl-2'-(3-methyl-1H-pyrrolo[2,3-b]pyridin-5-yl)-6',7'-dihydro-5'H-spiro[piperidine-4,4'-pyrazolo[1,5-a]pyridine]-1-carboxamide C(C)NC(=O)N1CCC2(C=3N(CCC2)N=C(C3)C=3C=C2C(=NC3)NC=C2C)CC1